C(C)(C)(C)OC(=O)N(C1=C2C(=C3C(=N1)C(=C(N3COCC[Si](C)(C)C)C(=O)OCC)Br)COC2)C(=O)OC(C)(C)C ethyl 5-(bis(tert-butoxycarbonyl) amino)-3-bromo-1-((2-(trimethylsilyl) ethoxy) methyl)-6,8-dihydro-1H-furo[3,4-d]pyrrolo[3,2-b]pyridine-2-carboxylate